OC1(CCN(CC1)C(CCN1C=NC2=C(NC=3C=CC(=CC23)C)C1=O)=O)C1=CC(=CC=C1)C(F)(F)F 3-(3-(4-hydroxy-4-(3-(trifluoromethyl)phenyl)piperidin-1-yl)-3-oxopropyl)-8-methyl-3,5-dihydro-4H-pyrimido[5,4-b]indol-4-one